OC1=CC(=C(C#N)C=C1)OC(C)C 4-hydroxy-2-isopropoxy-benzonitrile